ClC=1C=CC2=C([C@@H](C[C@@H](O2)C(=O)NC23CC(C2)(C3)NC(=O)C=3C=NN(C3)[C@@H]3C[C@@H](C3)OC(F)(F)F)O)C1 N-(3-{[(2R,4R)-6-chloro-4-hydroxy-3,4-dihydro-2H-1-benzopyran-2-carbonyl]amino}bicyclo[1.1.1]pentan-1-yl)-1-[cis-3-(trifluoromethoxy)cyclobutyl]-1H-pyrazole-4-carboxamide